FC1=C(CBr)C=CC(=C1)F 2,4-Difluorobenzyl bromide